C1(=CC=CC=C1)C=1C=CC(=NC1)C(C(=O)N)C (5-phenylpyridin-2-yl)propanamide